CC(=CCC[SiH2]C1=C(C=CC=C1)[SiH2]CCC=C(C)C)C bis(dimethylallylmethylsilyl)benzene